CN1N=C2CNCCC2=C1C1=CC=CC=C1 2-Methyl-3-phenyl-4H,5H,6H,7H-pyrazolo[3,4-c]pyridine